N1-((6-aminopyridin-3-yl)methyl)-N2,N2-dibutylethane-1,2-diamine NC1=CC=C(C=N1)CNCCN(CCCC)CCCC